2-{2-[4-(6-Fluoro-benzo[d]isoxazol-3-yl)-piperidin-1-ylmethyl]-cyclohexylmethyl}-tetrahydro-pyrrolo[1,2-c]pyrimidine-1,3-dione FC1=CC2=C(C(=NO2)C2CCN(CC2)CC2C(CCCC2)CN2C(N3C(CC2=O)CCC3)=O)C=C1